tert-butyl (3S,4S)-3-fluoro-4-[[6-[7-(1H-imidazol-2-yl)imidazo[1,2-a]pyridin-3-yl]-2-pyridyl]amino]pyrrolidine-1-carboxylate F[C@H]1CN(C[C@@H]1NC1=NC(=CC=C1)C1=CN=C2N1C=CC(=C2)C=2NC=CN2)C(=O)OC(C)(C)C